N-[(dimethyl-1,3-oxazol-4-yl)methyl]-6-methyl-4-[(1-methylcyclopropyl)amino]furo[2,3-d]pyrimidine-5-carboxamide CC1=C(N=C(O1)C)CNC(=O)C1=C(OC=2N=CN=C(C21)NC2(CC2)C)C